5-[[4-fluoro-2-(4-methyl-1,2,5-oxadiazol-3-yl)benzimidazol-1-yl]methyl]pyrazine-2-carbonitrile FC1=CC=CC=2N(C(=NC21)C2=NON=C2C)CC=2N=CC(=NC2)C#N